7-methoxy-1-methyl-3-(4-methyl-5-nitro-2-phenoxyphenyl)-1H-pyrrolo[2,3-c]pyridine COC=1N=CC=C2C1N(C=C2C2=C(C=C(C(=C2)[N+](=O)[O-])C)OC2=CC=CC=C2)C